α-chloropropyl acetate C(C)(=O)OC(CC)Cl